CN1N=C2C(N(CC(C2)CNS(=O)(=O)C)C2=CC=C(C=C2)C(F)(F)F)=C1 N-((2-methyl-4-(4-(trifluoromethyl)phenyl)-4,5,6,7-tetrahydro-2H-pyrazolo[4,3-b]pyridin-6-yl)methyl)methanesulfonamide